FC(C(C(C(C(C(C(F)(F)[Si](OC)(OC)OC)(F)F)(F)F)(F)F)(F)F)(F)F)(CCC(F)(F)F)F heptadecafluorodecyl-trimethoxy-silane